FC1=CC=C(C=C1)C1=C(NN=C1C1OCCCC1)NC(=S)NC(OCC)=O ethyl N-{[4-(4-fluorophenyl)-5-(oxan-2-yl)-2H-pyrazol-3-yl]carbamothioyl}carbamate